3-(((Tert-butyldiphenylsilyl)oxy)methyl)isoquinoline-7-carboxylic acid methyl ester COC(=O)C1=CC=C2C=C(N=CC2=C1)CO[Si](C1=CC=CC=C1)(C1=CC=CC=C1)C(C)(C)C